3-(1-methyl-3-piperidyl)phenol CN1CC(CCC1)C=1C=C(C=CC1)O